4-bromo-2-nitro-benzaldehyde BrC1=CC(=C(C=O)C=C1)[N+](=O)[O-]